(2,2-dimethyl-cyclopropyl)(2-(4-phenyl-1H-imidazol-2-yl)piperidin-1-yl)methanone CC1(C(C1)C(=O)N1C(CCCC1)C=1NC=C(N1)C1=CC=CC=C1)C